N-(3-(6-(pyridin-4-yl)-quinazolin-8-yl)phenyl)acrylamide N1=CC=C(C=C1)C=1C=C2C=NC=NC2=C(C1)C=1C=C(C=CC1)NC(C=C)=O